titanium(IV) bis(ethyl acetoacetate) diisopropoxide CC([O-])C.CC([O-])C.C(C)CC(CC(=O)[O-])=O.C(C)CC(CC(=O)[O-])=O.[Ti+4]